COC(=O)[C@@H]1C[C@H](CCC1)OC=1C(=NC(=CC1)C=1N=NN(C1COC(=O)N(C)C1CC(C1)(F)F)C)C1CC1 (1S,3S)-3-((2-cyclopropyl-6-(5-((((3,3-difluorocyclobutyl)(methyl)aminocarbonyl)oxy)methyl)-1-Methyl-1H-1,2,3-triazol-4-yl)pyridin-3-yl)oxy)cyclohexane-1-carboxylic acid methyl ester